2-(8-methoxy-3-(methoxymethoxy)-5,6,7,8-tetrahydronaphthalen-1-yl)-4,4,5,5-tetramethyl-1,3,2-dioxaborolane COC1CCCC=2C=C(C=C(C12)B1OC(C(O1)(C)C)(C)C)OCOC